CC(=CC(=O)O)CCC racemic-3-methyl-2-hexenoic acid